N1=C(C=NC=C1)C(CO)OC1=CC=C(C=C1)B1OC(C(O1)(C)C)(C)C 2-(pyrazin-2-yl)-2-(4-(4,4,5,5-tetramethyl-1,3,2-dioxaborolan-2-yl)phenoxy)ethan-1-ol